N-(3-(hydroxymethyl)pyrazin-2-yl)-N-methylmethanesulfonamide OCC=1C(=NC=CN1)N(S(=O)(=O)C)C